C(C)OC(=O)C=1N=C(SC1)Br.C(C1=CC=CC=C1)OC[C@@H](C)N1CC=2N(C=3N(CC2C1)N=C(C3)CC)CC(=O)NC3=NC=C(C=C3)F |r| 2-{6-[(+-)-1-(benzyloxy)prop-2-yl]-2-ethyl-5,6,7,8-tetrahydro-4H-pyrazolo[1,5-a]pyrrolo[3,4-d]pyrimidin-4-yl}-N-(5-fluoropyridin-2-yl)acetamide ethyl-2-bromo-4-thiazolecarboxylate